3-Bromo-1-{[2-(trimethylsilyl)ethoxy]methyl}indazole-7-carboxylate BrC1=NN(C2=C(C=CC=C12)C(=O)[O-])COCC[Si](C)(C)C